3,7,13,17-tetraoxanonadecanediamide C(COCCCOCCCCCOCCCOCC(=O)N)(=O)N